C([C@H]([C@H]([C@@H]([C@H](C(=O)F)O)O)O)O)O Fluoro-D-Glucose